ClC1=NC=C(C(=C1)NCC1CCC(CC1)CNC(OC(C)(C)C)=O)C(=O)C1CC1 tert-butyl (((1r,4r)-4-(((2-chloro-5-(cyclopropanecarbonyl)pyridin-4-yl)amino)methyl)cyclohexyl)methyl)carbamate